4-(benzyloxy)-3-(methoxycarbonyl)-7-phenoxyisoquinoline 2-oxide C(C1=CC=CC=C1)OC1=C([N+](=CC2=CC(=CC=C12)OC1=CC=CC=C1)[O-])C(=O)OC